monocyanoethyl ether C(#N)CCOCCC#N